C(C)(C)(C)NC(=O)N1CC=2N(CC1)C(=C(C2C(=O)N)C2=CC(=CC=C2)OC(F)(F)F)Cl N2-tert-butyl-6-chloro-7-[3-(trifluoromethoxy)phenyl]-3,4-dihydropyrrolo[1,2-a]pyrazine-2,8(1H)-dicarboxamide